trans-2-phenylcyclopropane C1(=CC=CC=C1)C1CC1